FCC(CF)(C)C1=CC=C(C=N1)C=1N=C2SCCCN2C(C1C#N)=O 8-(6-(1,3-difluoro-2-methylpropan-2-yl)pyridin-3-yl)-6-oxo-3,4-dihydro-2H,6H-pyrimido[2,1-b][1,3]thiazine-7-carbonitrile